NC=1C(=NC(=C(N1)C1=CC(=C(C=C1)F)F)Cl)C(=O)N 3-amino-6-chloro-5-(3,4-difluorophenyl)pyrazine-2-carboxamide